ClC1=CC(=NC=C1)C1=NC(=CC=C1)C1=NC=CC=C1 4-chloro-2,2':6',2''-terpyridine